FC1=CC=C(C=C1)[C@H](C(=O)NC=1SC(=NN1)N[C@H]1CN(CC1)C=1N=NC(=CC1)C)OC (2R)-2-(4-fluorophenyl)-2-methoxy-N-[5-[[(3R)-1-(6-methylpyridazin-3-yl)pyrrolidin-3-yl]amino]-1,3,4-thiadiazol-2-yl]acetamide